3-(4,4-diethyl-2-imino-6-oxo-hexahydropyrimidin-1-yl)-N-[(3S,4R)-3-hydroxy-2,2-dimethyl-chroman-4-yl]-2-methoxy-indane-5-carboxamide C(C)C1(NC(N(C(C1)=O)C1C(CC2=CC=C(C=C12)C(=O)N[C@H]1[C@@H](C(OC2=CC=CC=C12)(C)C)O)OC)=N)CC